Cl.N[C@H](C(=O)O)CNC(=O)OCCCCCCCCCCCCCCCC (S)-2-amino-3-(((hexadecyloxy)carbonyl)amino)propanoic acid HCl salt